7-((4-(2-fluoro-6-(methylcarbamoyl)pyridin-3-yl)piperazin-1-yl)methyl)furo[2,3-c]quinolin-4(5H)-one FC1=NC(=CC=C1N1CCN(CC1)CC=1C=CC=2C3=C(C(NC2C1)=O)OC=C3)C(NC)=O